dimethyl-isopropylidene(cyclopentadienyl)(2,7-di-tert-butyl-fluoren-9-yl)hafnium CC(C(C)=[Hf](C1C2=CC(=CC=C2C=2C=CC(=CC12)C(C)(C)C)C(C)(C)C)C1C=CC=C1)C